C1(=CC=CC=C1)C1OOC1 phenyl-dioxetane